tris[4-(4-acetyl-3-butylphenylthio)phenyl]sulfonium heptadecafluorooctanesulfonate FC(C(C(C(C(C(C(C(S(=O)(=O)[O-])(F)F)(F)F)(F)F)(F)F)(F)F)(F)F)(F)F)(F)F.C(C)(=O)C1=C(C=C(C=C1)SC1=CC=C(C=C1)[S+](C1=CC=C(C=C1)SC1=CC(=C(C=C1)C(C)=O)CCCC)C1=CC=C(C=C1)SC1=CC(=C(C=C1)C(C)=O)CCCC)CCCC